O1C(=NC2=C1C=CC=C2)NC(=O)C2CC(CC(C2)C)(C)C N-(1,3-Benzoxazol-2-yl)-3,3,5-trimethylcyclohexan-1-carboxamid